[Cl-].[Cl-].[Cl-].[Zr+4].[Al+3].[Zr+4] zirconium aluminum zirconium trichloride